methyl 4-(aminomethyl)-1-(2,4-dimethoxybenzyl)-3-ethyl-1H-pyrazole-5-carboxylate NCC=1C(=NN(C1C(=O)OC)CC1=C(C=C(C=C1)OC)OC)CC